chlorofluoropyrrole ClC1=C(NC=C1)F